FC1=CC=C2C(N(C(N(C2=C1)CC1=CC=C(C=C1)/C=C/C(=O)NO)=O)CCC1=CC=C(C=C1)F)=O (E)-3-(4-((7-fluoro-3-(4-fluorophenethyl)-2,4-dioxo-3,4-dihydroquinazolin-1(2H)-yl)methyl)phenyl)-N-hydroxyacrylamide